C(#N)C1=CN(C2=CC=C(C=C12)NC(C=C)=O)CC1=CC(=CC=C1)C(F)(F)F N-(3-cyano-1-(3-(trifluoromethyl)benzyl)-1H-indol-5-yl)-acrylamide